8-bromo-6-chloro-1-isopropyl-9H-pyrido[3,4-b]indole BrC=1C=C(C=C2C3=C(NC12)C(=NC=C3)C(C)C)Cl